(6R)-6-{[2-(1-Ethyl-1H-pyrazol-4-yl)-7-(trifluoromethyl)[1,2,4]triazolo[1,5-c]quinazolin-5-yl]amino}-1,4-diazepan-5-one C(C)N1N=CC(=C1)C1=NN2C(=NC=3C(=CC=CC3C2=N1)C(F)(F)F)N[C@H]1C(NCCNC1)=O